tert-butyl ((6-bromoisochroman-1-yl)methyl)carbamate BrC=1C=C2CCOC(C2=CC1)CNC(OC(C)(C)C)=O